OC1(N(CCC1)C(=O)N)C(=O)N hydroxy-pyrrolidine-1,2-dicarboxamide